C(CNCCN)N 2,2'-Diamino-diethylamine